6-bromo-2-(3,4-dimethoxyphenyl)-8-methyl-[1,2,4]triazolo[1,5-a]pyridine BrC=1C=C(C=2N(C1)N=C(N2)C2=CC(=C(C=C2)OC)OC)C